N1(N=CC=C1)[BH-](N1N=CC=C1)N1N=CC=C1.[Na+] sodium tris(1-pyrazolyl)borohydride